5-chloro-2,4-dimethyl-pyridine ClC=1C(=CC(=NC1)C)C